5-(5-cyclopropyl-6-methyl-3-pyridyl)-6-fluoro-pyridin-2-amine C1(CC1)C=1C=C(C=NC1C)C=1C=CC(=NC1F)N